Adipic acid disodium salt [Na+].[Na+].C(CCCCC(=O)[O-])(=O)[O-]